CSC1=NC=CC(=C1)CO (methylthio)-4-pyridinemethanol